5-(4-fluorobenzyl)-9,9-dimethyl-3-(trifluoromethyl)-8,9-dihydro-7H-pyrrolo[3,2-c][1,2,4]triazolo[4,3-a]pyridine FC1=CC=C(CC2=CC3=C(C=4N2C(=NN4)C(F)(F)F)C(CN3)(C)C)C=C1